FC1=CC=C(CN2C(C=CC3=C2N=CN=C3)=O)C=C1 8-(4-fluorobenzyl)pyrido[2,3-d]pyrimidin-7(8H)-one